Di(2-Propylheptyl)Cyclohexane C(CC)C(CC1(CCCCC1)CC(CCCCC)CCC)CCCCC